4-((tert-butyldimethylsilyl)oxy)butane-1,2-diol [Si](C)(C)(C(C)(C)C)OCCC(CO)O